CC1C2C(CN(C1)CC2)=O 5-methylquinuclidin-3-one